C(C)(=O)C1=C(C(=C(C=C1)NC(C)=O)[N+](=O)[O-])OCC1=CC=CC=C1 N-(4-acetyl-3-(benzyloxy)-2-nitrophenyl)acetamide